ONC(=N)C=1C=C2C(=NC1)C(CC2)NC(=O)C2=CC(=NC=C2)C N-[3-(N-hydroxycarbamimidoyl)-5h,6h,7h-cyclopenta[b]pyridin-7-yl]-2-methylpyridine-4-carboxamide